COC(CCC1=CC(=C(C(=C1)N1N=C2C(=N1)C=CC=C2)O)C(C)(C)C)=O methyl-3-[3-t-butyl-5-(2H-benzotriazole-2-yl)-4-hydroxyphenyl]propionate